((5-(4-Cyclopropylphenyl)oxazol-2-yl)amino)-N'-hydroxypyridineformamidine manganese [Mn].C1(CC1)C1=CC=C(C=C1)C1=CN=C(O1)NC=1C(=NC=CC1)C(=NO)N